5-bromo-N-[(1R)-1-(3,4-dimethoxyphenyl)ethyl]-2-methyl-benzamide BrC=1C=CC(=C(C(=O)N[C@H](C)C2=CC(=C(C=C2)OC)OC)C1)C